[O-2].[Al+3].[Ag+].[O-2] silver-aluminum oxide